5-(pyrimidin-3-yl)-indazole N=1CN(C=CC1)C=1C=C2C=NNC2=CC1